C1(CC1)COC1=C(C=CC(=N1)C(=O)N[C@@H](COCCF)CC(C)C)N1CCCC1 6-(Cyclopropylmethoxy)-N-[(2R)-1-(2-fluoroethoxy)-4-methylpent-2-yl]-5-(pyrrolidin-1-yl)pyridine-2-carboxamide